Cl.ClC=1C=2C(C3=NC=C(C(=C3OC2C=CC1)C1=CC=C(C=C1)N1C[C@@H](NCC1)C)C)=O (S)-9-chloro-3-methyl-4-(4-(3-methylpiperazin-1-yl)phenyl)-10H-chromeno[3,2-b]pyridin-10-one hydrochloride